tert-butyl N-(4-chloro-2-nitro-phenyl)carbamate ClC1=CC(=C(C=C1)NC(OC(C)(C)C)=O)[N+](=O)[O-]